O(C1=CC=CC=C1)P(C(C)(C)CC)OC1=CC=CC=C1 diphenoxytert-pentyl-phosphine